(1-(phenylsulfonyl-5-(trimethylstannyl)-1H-pyrrolo[3,2-b]pyridin-2-yl)methyl)carbamate C1(=CC=CC=C1)S(=O)(=O)N1C(=CC2=NC(=CC=C21)[Sn](C)(C)C)CNC([O-])=O